tert-butyl 4-carbamoylcyclohexanecarboxylate C(N)(=O)C1CCC(CC1)C(=O)OC(C)(C)C